perfluoro nonenyl-trifluoroethyl ether C(=CCCCCCCC)C(C(F)(F)F)OF